4-methyl-3-trifluoromethyl-aniline CC1=C(C=C(N)C=C1)C(F)(F)F